FC=1C=C2C(=CNC(C2=CC1F)=O)[C@@H](C)N(C(=O)NC1=CC(=C(C=C1)F)F)C (R)-1-(1-(6,7-difluoro-1-oxo-1,2-dihydroisoquinolin-4-yl)ethyl)-3-(3,4-difluorophenyl)-1-methylurea